C(C)SC1=NC(=NC(=N1)NC(C)C)NC(C)C 6-(ethylsulfanyl)-N,N'-bis(1-methylethyl)-1,3,5-triazine-2,4-diamine